FC(C1=NC=CC(=C1)N1CC2(C1)CNCC2)(F)F 2-[2-(trifluoromethyl)pyridin-4-yl]-2,6-diazaspiro[3.4]octane